C(C)OC1CN(C1)[C@@H]1[C@H](CCCC1)N(C=1C=C2CN(C(C2=CC1)=O)C1C(NC(CC1)=O)=O)C 3-(5-(((1S,2S)-2-(3-ethoxyazetidin-1-yl)cyclohexyl)(methyl)amino)-1-oxoisoindolin-2-yl)piperidine-2,6-dione